N-(5-(N-(2,6-dimethylphenyl)sulfamoyl)-6-methoxypyridin-3-yl)-2-methylbenzo[d]thiazole-6-carboxamide tert-butyl-4-hydroxy-4-(2-hydroxyethyl)piperidine-1-carboxylate C(C)(C)(C)OC(=O)N1CCC(CC1)(CCO)O.CC1=C(C(=CC=C1)C)NS(=O)(=O)C=1C=C(C=NC1OC)NC(=O)C1=CC2=C(N=C(S2)C)C=C1